ClC1=C2C=NN(C2=CC=C1B1OC(C(O1)(C)C)(C)C)C(C)C 4-chloro-1-isopropyl-5-(4,4,5,5-tetramethyl-1,3,2-dioxaborolan-2-yl)-1H-indazole